N[C@H]1C[C@H](CCC1)C1=NN=C2N1N=C(C=C2)C(=O)O 3-[(1S,3R)-3-aminocyclohexyl]-[1,2,4]triazolo[4,3-b]pyridazine-6-carboxylic acid